C(CCCCCCC)(=O)OCC(COC(CCCCCCC)=O)(COC(CCCCCCC)=O)COC(CCCCCCC)=O pentaerythritol Tetracaprylate